l-phenylalanine methyl ester, hydrochloride Cl.COC([C@@H](N)CC1=CC=CC=C1)=O